NC1=C(N=CC=N1)SC1=C(C(=NC=C1)N)Cl 6-amino-5-((2-amino-3-chloropyridin-4-yl)thio)pyrazine